COC=1C=C(C=CC1OC)C1=CN=CC(=N1)C(N)=S 6-(3,4-dimethoxyphenyl)pyrazine-2-thioamide